N-(2-hydroxyethyl)maleamic acid OCCNC(\C=C/C(=O)O)=O